ClC1=NC(=C(C(=N1)Cl)NC1CCC1)Cl 2,4,6-Trichloro-N-cyclobutylpyrimidin-5-amine